3-Iodo-6-(4-nitro-1-(tetrahydro-2H-pyran-2-yl)-1H-pyrazol-3-yl)-1H-pyrazolo[4,3-c]pyridine IC1=NNC2=C1C=NC(=C2)C2=NN(C=C2[N+](=O)[O-])C2OCCCC2